2-(5-iodo-3-phenyl-4-(4-sulfamoylbenzyl)-1H-pyrazol-1-yl)thiazole-4-carboxamide IC1=C(C(=NN1C=1SC=C(N1)C(=O)N)C1=CC=CC=C1)CC1=CC=C(C=C1)S(N)(=O)=O